C1(=CC=CC=C1)CCC(=O)C1=C(C(=C(C=C1)OC)OC)OC 3-phenyl-1-(2,3,4-trimethoxyphenyl)propan-1-one